2-(4-bromophenyl)-2,3-dihydro-1H-naphtho[1,8-de][1,3,2]diazaborine BrC1=CC=C(C=C1)B1NC=2C3=C(N1)C=CC=C3C=CC2